triiron oxide [O-2].[Fe+2].[Fe+2].[Fe+2].[O-2].[O-2]